CS(=O)(=O)C1=CC=C(CNC(=O)C2NCCN(C2)C=2C=3C(N=CN2)=NN(C3)C3=CC=C(C=C3)C)C=C1 N-(4-(methylsulfonyl)benzyl)-4-(2-(p-tolyl)-2H-pyrazolo[3,4-d]pyrimidin-4-yl)piperazine-2-carboxamide